FC(C(C(F)F)=CC(F)F)F 2-(difluoromethyl)-1,1,4,4-tetrafluorobut-2-ene